O-(1-(4-chloropyridin-3-yl)-2,2,2-trifluoroethyl) 1H-imidazole-1-carbothioate N1(C=NC=C1)C(OC(C(F)(F)F)C=1C=NC=CC1Cl)=S